4-amino-2-(difluoromethyl)-6-methylbenzoic acid ethyl ester C(C)OC(C1=C(C=C(C=C1C)N)C(F)F)=O